tert-butyl 3-(2,3,4,5-tetrafluoro-6-(N-methylsulfamoyl) phenoxy)azetidine-1-carboxylate FC1=C(OC2CN(C2)C(=O)OC(C)(C)C)C(=C(C(=C1F)F)F)S(NC)(=O)=O